5-methylfuran-2-yl-(methyl)benzamide CC1=CC=C(O1)C=1C(=C(C(=O)N)C=CC1)C